6-chloro-1-(2-ethyl-4-fluorophenyl)-3-(3-methylpyridin-4-yl)-4-oxo-1,2,3,4-tetra-hydroquinazoline-7-carbonitrile ClC=1C=C2C(N(CN(C2=CC1C#N)C1=C(C=C(C=C1)F)CC)C1=C(C=NC=C1)C)=O